ClC1=C(C(=CC(=C1)OC=1C=NC=CC1)[N+](=O)[O-])N(C(OC(C)(C)C)=O)C tert-butyl N-[2-chloro-6-nitro-4-(3-pyridyloxy) phenyl]-N-methyl-carbamate